OCCCCC=1C=C(C=2[C@H]3[C@H](C(OC2C1)=C)CCC(=C3)C)O (6Ar,10aR)-3-(4-hydroxybutyl)-9-methyl-6-methylidene-6a,7,8,10a-tetrahydrobenzo[c]chromen-1-ol